ClC1=C(C(=CC=C1)OCC=1N=CSC1)C1=CC=C2C(N(C(NC2=C1)=O)C1=CN=CC2=CC=CC=C12)=O 7-[2-chloro-6-(thiazol-4-ylmethoxy)phenyl]-3-(4-isoquinolinyl)-1H-quinazoline-2,4-dione